imidazo[2,1-c][1,4]oxazine-3-carbonyl chloride N1=CC(N2C1=COC=C2)C(=O)Cl